2-amino-4-[8-(3,8-diazabicyclo[3.2.1]octan-3-yl)-4-fluoro-5,6-dimethyl-2,7-naphthyridin-3-yl]-4,5,6,7-tetrahydrobenzothiophene-3-carbonitrile NC=1SC2=C(C1C#N)C(CCC2)C=2N=CC1=C(N=C(C(=C1C2F)C)C)N2CC1CCC(C2)N1